N,N-DIMETHYLAMPHETAMINE CN(C(C)CC1=CC=CC=C1)C